tert-butyl (6R)-2-(7-(2,4-difluoro-6-isopropoxyphenyl)-4-(1-methyl-1H-pyrazol-4-yl) thieno[3,2-c]pyridin-6-yl)-6-methyl-6,7-dihydropyrazolo[1,5-a]pyrazine-5(4H)-carboxylate FC1=C(C(=CC(=C1)F)OC(C)C)C=1C2=C(C(=NC1C1=NN3C(CN([C@@H](C3)C)C(=O)OC(C)(C)C)=C1)C=1C=NN(C1)C)C=CS2